(2S)-1-{2-[1-(2,2-difluoroethyl)pyrazol-4-ylsulfonyl]-4H,6H-pyrrolo[3,4-c]pyrazol-5-yl}-3-hydroxy-2-(2-methoxyphenyl)propan-1-one FC(CN1N=CC(=C1)S(=O)(=O)N1N=C2C(=C1)CN(C2)C([C@H](CO)C2=C(C=CC=C2)OC)=O)F